2-methyl-5-[[(2S,4S)-2-methyl-4-piperidyl]oxymethyl]-1,3,4-oxadiazole CC=1OC(=NN1)CO[C@@H]1C[C@@H](NCC1)C